4-(6-Amino-purin-9-yl)-2(S)-hydroxy-butyric ACID METHYL ESTER COC([C@H](CCN1C2=NC=NC(=C2N=C1)N)O)=O